4-(7-fluoro-imidazo[1,2-a]pyridin-3-yl)-7-((6-(((S)-3-hydroxy-pyrrolidin-1-yl)methyl)-5-((S)-tetrahydrofuran-3-yl)pyridin-2-yl)amino)isoindolin-1-one FC1=CC=2N(C=C1)C(=CN2)C2=C1CNC(C1=C(C=C2)NC2=NC(=C(C=C2)[C@H]2COCC2)CN2C[C@H](CC2)O)=O